BrC1=CC(=C(C=C1)CCN)C 2-(4-Bromo-2-methylphenyl)ethane-1-amine